3-(6-(2-chloro-5-methoxypyridin-3-yl)-3-(1-methyl-1H-pyrazolo[4,3-c]pyridin-7-yl)-2,4-dioxo-3,4-dihydrothieno[3,2-d]pyrimidin-1(2H)-yl)propionitrile ClC1=NC=C(C=C1C1=CC=2N(C(N(C(C2S1)=O)C=1C2=C(C=NC1)C=NN2C)=O)CCC#N)OC